C(C=C)(=O)N1[C@@H](CCC1)C=1N(C(=C(N1)C1=CC=C(C=C1)C(NC1=NC=CC(=C1)C(C)C)=O)C(=O)N)N (S)-2-(1-acryloyl-pyrrolidin-2-yl)-1-amino-4-(4-((4-isopropylpyridin-2-yl)carbamoyl)phenyl)-1H-imidazole-5-carboxamide